C(#N)N(C1=CC=C(C(=N1)C(=O)NC1C(CC1)(C)C)OC)C1=CC(=NC(=C1)F)F 6-[cyano-(2,6-difluoro-4-pyridyl)amino]-N-(2,2-dimethylcyclobutyl)-3-methoxy-pyridine-2-carboxamide